OCCOC(=O)C1C2C=CC(C1)C2 5-(2-hydroxyethoxycarbonyl)-2-norbornene